3-[4-(1-methyl-1H-indazol-6-yl)-1-oxo-2,3-dihydro-1H-isoindol-2-yl]-2-methylidenepentanenitrile CN1N=CC2=CC=C(C=C12)C1=C2CN(C(C2=CC=C1)=O)C(C(C#N)=C)CC